2',4',6'-tris(propan-2-yl)-[1,1'-biphenyl] CC(C)C1=C(C(=CC(=C1)C(C)C)C(C)C)C1=CC=CC=C1